1-((5-(benzyloxy)-6-hydroxypyrimidin-4-yl)methyl)-3-(2-hydroxyethyl)-4-(4-((4-(morpholinylmethyl)phenyl)ethynyl)phenyl)imidazolin-2-one C(C1=CC=CC=C1)OC=1C(=NC=NC1O)CN1C(N(C(C1)C1=CC=C(C=C1)C#CC1=CC=C(C=C1)CN1CCOCC1)CCO)=O